O.N1(CC=CC2=CC=CC=C12)CCO quinoline-1-ethanol hydrate